BrC=1C=C(C=CC1F)NC(=O)N1[C@H]2CC[C@@H]1CC=1C(=NC=CC12)F (5S,8R)-N-(3-bromo-4-fluorophenyl)-1-fluoro-6,7,8,9-tetrahydro-5H-5,8-epiminocyclohepta[c]pyridine-10-carboxamide